2-[[5-(2-Bromo-4,5-dimethylphenyl)-2-furanyl]methylene]benzo[b]thiophen-3(2H)-one BrC1=C(C=C(C(=C1)C)C)C1=CC=C(O1)C=C1C(C2=C(S1)C=CC=C2)=O